FCCOC1=C(C=CC(=C1)S(=O)(=O)C)NCC#CC=1N(C2=CC=CC(=C2C1)NC1CCN(CC1)CC(=O)N1CCN(CC1)C)CC(F)(F)F 2-(4-{[2-(3-{[2-(2-fluoroethoxy)-4-methanesulfonyl-phenyl]amino}prop-1-yn-1-yl)-1-(2,2,2-trifluoroethyl)-1H-indol-4-yl]amino}piperidin-1-yl)-1-(4-methylpiperazin-1-yl)ethan-1-one